1-(1-methyl-1H-1,2,4-triazol-3-yl)-1H-pyrazole CN1N=C(N=C1)N1N=CC=C1